C(C=C)(=O)OCCCCCCOC=1C=C2C=CC(=CC2=CC1)C#CC=1C=CC(=C(C(=O)OCCC)C1)OCCCCCCOC1=C(C=C(C=C1)C#CC1=CC2=CC=CC(=C2C=C1)OCCCCCCOC(C=C)=O)C(=O)OCCC propyl 5-[2-[6-(6-prop-2-enoyloxyhexoxy)-2-naphthyl]ethynyl]-2-[6-[4-[2-[5-(6-prop-2-enoyloxyhexoxy)-2-naphthyl]ethynyl]-2-propoxycarbonyl-phenoxy]hexoxy]benzoate